tert-butyl 4-(((6-amino-5-(4-phenoxyphenyl) pyrimidin-4-yl) amino) methyl)-3,3-difluoropiperidine-1-carboxylate NC1=C(C(=NC=N1)NCC1C(CN(CC1)C(=O)OC(C)(C)C)(F)F)C1=CC=C(C=C1)OC1=CC=CC=C1